FC(F)(F)C(N)C1=NC=CC=C1 trifluoromethyl(pyridin-2-yl)methanamine